3-acetamido-5-((cis-3-(4-(trifluoromethyl)phenyl)cyclobutoxy)methyl)-1H-indole-1-carboxylic acid tert-butyl ester C(C)(C)(C)OC(=O)N1C=C(C2=CC(=CC=C12)CO[C@@H]1C[C@@H](C1)C1=CC=C(C=C1)C(F)(F)F)NC(C)=O